[3-(2,4-dimethyl-1,3-thiazol-5-yl)phenyl]formamid CC=1SC(=C(N1)C)C=1C=C(C=CC1)NC=O